ClC1=C(C(=CC=C1Cl)F)C1(CN(CC1)C(=O)OC(C)(C)C)NC=1C=C2C(N(C=NC2=C(C1)F)CC1=CC=C(C=C1)OC)=O tert-butyl 3-(2,3-dichloro-6-fluorophenyl)-3-({8-fluoro-3-[(4-methoxyphenyl)methyl]-4-oxoquinazolin-6-yl}amino)pyrrolidine-1-carboxylate